1-(2-(trifluoromethyl) pyridin-3-yl)ethyl (1-methyl-4-(6-methyl-5-(methyl-sulfonamido)pyridin-2-yl)-1H-1,2,3-triazol-5-yl)carbamate CN1N=NC(=C1NC(OC(C)C=1C(=NC=CC1)C(F)(F)F)=O)C1=NC(=C(C=C1)NS(=O)(=O)C)C